COC[C@@H]1N(C[C@H](NC1)C)C1=CC(N(C=2C=CC(=NC12)C#N)C)=O 8-((2r,5r)-2-(methoxymethyl)-5-methylpiperazin-1-yl)-5-methyl-6-oxo-5,6-dihydro-1,5-naphthyridine-2-carbonitrile